dihexadecyl-racemic-glycerol C(CCCCCCCCCCCCCCC)C(C(C(O)CCCCCCCCCCCCCCCC)O)O